COC(=O)C=1C=C(C=CC1OCCOC)NC=1N=CC2=C(N1)CN(CC2)C2=C(C1=C(OCCN1C(=O)OC(C)(C)C)N=C2)C tert-butyl 7-(2-{[3-(methoxycarbonyl)-4-(2-methoxyethoxy)phenyl]amino}-5H,6H,7H,8H-pyrido[3,4-d]pyrimidin-7-yl)-8-methyl-1H,2H,3H-pyrido[2,3-b][1,4]oxazine-1-carboxylate